N-(7-methoxy-4-(1-phenyl-1H-imidazol-5-yl)pyrido[3,2-d]pyrimidin-6-yl)-1-(trifluoromethyl)cyclopropane-1-carboxamide COC1=CC=2N=CN=C(C2N=C1NC(=O)C1(CC1)C(F)(F)F)C1=CN=CN1C1=CC=CC=C1